C1(CCCC1)C(C#CC=1C=C2C(=CC=NC2=CC1)SC1(CCC1)C(=O)O)O 1-((6-(3-cyclopentyl-3-hydroxy-prop-1-yn-1-yl)quinolin-4-yl)thio)cyclobutane-1-carboxylic acid